3,4,5-Trihydroxy-N-{4-[(4-methylpiperazin-1-yl)methyl]phenyl}benzamide OC=1C=C(C(=O)NC2=CC=C(C=C2)CN2CCN(CC2)C)C=C(C1O)O